(3α,5α)-19-methoxy-3-(methoxymethyloxy)-androst-16-ene-17-carbonitrile COC[C@]12CC[C@H](C[C@@H]1CC[C@H]1[C@@H]3CC=C([C@@]3(C)CC[C@H]21)C#N)OCOC